(1S,2S)-1-hydroxy-2-[(5R)-5H-imidazo[4,3-a]isoindol-5-yl]-7-azaspiro[3.5]nonane-7-sulfonamide O[C@H]1[C@@H](CC12CCN(CC2)S(=O)(=O)N)[C@H]2N1C(C3=CC=CC=C23)=CN=C1